pyrazin-4-ol N1=CCN(C=C1)O